N[C@H](CC1C(=C2N(C(=CC=C2S1)Cl)CC=1SC=CC1)Cl)C 2-[(2S)-2-aminopropyl]-3,5-dichloro-N-[(thiophen-2-yl)methyl]thieno[3,2-b]pyridin